COC(C1=C(C=CC=C1)NC)=O 2-(Methylamino)benzoic acid methyl ester